CC1OCC=2C=NC=3C=NC(=CC3C21)C(=O)N[C@H]2COC1=C2C=CC(=C1)C(F)(F)F methyl-N-((3R)-6-(trifluoro-methyl)-2,3-dihydro-1-benzofuran-3-yl)-1,3-dihydrofuro[3,4-c][1,7]naphthyridine-8-carboxamide